8-acetyl-3-cyclopropyl-6-fluoro-2-tetrahydropyran-3-yl-quinazolin-4-one C(C)(=O)C=1C=C(C=C2C(N(C(=NC12)C1COCCC1)C1CC1)=O)F